Cl.CO[C@H]1[C@@H](COC1)N trans-4-methoxytetrahydrofuran-3-amine hydrochloride